amino-3-(3-carbamoylphenyl)propanoic acid NC(C(=O)O)CC1=CC(=CC=C1)C(N)=O